2-(4-acetylphenyl)-9,11-dichloro-7,7-dimethyl-10-(methylamino)-5,12b-dihydro-1H,7H-chromeno[4,3-c][1,2,4]triazolo[1,2-a]pyridazine-1,3(2H)-dione C(C)(=O)C1=CC=C(C=C1)N1C(N2N(CC=C3C2C=2C=C(C(=C(C2OC3(C)C)Cl)NC)Cl)C1=O)=O